C1(=CC=CC=2OC3=C(C21)C=CC=C3)C=3C(=C(C=CC3)C=3C(=CC=CC3)C3=CC=CC=C3)C3=NN=NC(=C3C3=CC=CC=C3)C3=CC=CC=C3 Dibenzofuranyl-(diphenyltriazinyl)terbenzene